2-[1-(3,3-dimethylcyclohexyl)ethoxy]-2-methylpropan-1-ol CC1(CC(CCC1)C(C)OC(CO)(C)C)C